2-(3-isopropyl-2-(2-methylpyridin-4-yl)-1H-indol-5-yl)-2-methyl-N-(octahydrocyclopenta[c]pyrrol-4-yl)propionamide C(C)(C)C1=C(NC2=CC=C(C=C12)C(C(=O)NC1CCC2CNCC21)(C)C)C2=CC(=NC=C2)C